chloro-4-(tributylstannyl)pyrimidine ClC1=NC=CC(=N1)[Sn](CCCC)(CCCC)CCCC